C1(CC1)C1=CC=C(C=N1)N1C[C@H](CCC1)N (3S)-1-(6-cyclopropylpyridin-3-yl)piperidin-3-amine